C(C)(C)(C)N(C(O)=O)[C@H]1[C@H](CCCC1)NC(=O)C1=CN(C2=C1C(N(C=C2C)C)=O)C.NC(COC(C)OCC(C)N)C di(beta-aminopropoxy)ethane tert-butyl-((1R,2S)-2-(((1,5,7-trimethyl-4-oxo-4,5-dihydro-1H-pyrrolo[3,2-c]pyridin-3-yl)carbonyl)amino)cyclohexyl)carbamate